C(C)(=O)NC=1SC(=CN1)CN1CC(CCC1)C(=O)NC1=CC=C(C=C1)F 1-((2-acetamidothiazol-5-yl)methyl)-N-(4-fluorophenyl)piperidine-3-carboxamide